C(C1=CC=CC=C1)(=O)N1C=2C3=C(N(C=C3CCC1)[C@H]1[C@@H]([C@H](O)[C@H](O1)CO)F)N=CN2 6-benzoyl-2-(2-deoxy-2-fluoro-beta-D-ribofuranosyl)-6,7,8,9-tetrahydro-2H-2,3,5,6-tetraazabenzo[cd]azulene